FC=1C=C2N=C(C(=NC2=CC1F)C)C 6,7-difluoro-2,3-dimethylquinoxaline